COC(CC1=CC(=CC(=C1)N)N)=O 3,5-diaminobenzeneacetic acid methyl ester